The molecule is an amino trisaccharide consisting of alpha-L-fucopyranose, 3-O-methyl-beta-D-galactopyranose and 2-acetamido-2-deoxy-beta-D-glucopyranose residues joined in sequence by (1->2) and (1->4) glycosidic bonds. It is an amino trisaccharide and a member of acetamides. It derives from an alpha-L-Fucp-(1->2)-beta-D-Galp-(1->4)-beta-D-GlcpNAc. C[C@H]1[C@H]([C@H]([C@@H]([C@@H](O1)O[C@@H]2[C@H]([C@H]([C@H](O[C@H]2O[C@@H]3[C@H](O[C@H]([C@@H]([C@H]3O)NC(=O)C)O)CO)CO)O)OC)O)O)O